ClC1=C(C=C(C(=C1)F)[N+](=O)[O-])OC(F)F 1-chloro-2-(difluoromethoxy)-5-fluoro-4-nitro-benzene